C=C1C(NC(C(N1)=O)=C([2H])C=1N=CNC1C(C)(C)C)=O methylene-6-((5-tert-butyl-1H-imidazol-4-yl)deutero-methylene)piperazine-2,5-dione